4-(4-(3,4,5-trifluorophenyl)-1H-1,2,3-triazol-1-yl)tetrahydro-2H-pyran-3-ol FC=1C=C(C=C(C1F)F)C=1N=NN(C1)C1C(COCC1)O